N1-(2-(dimethylamino)ethyl)-N4-(5-ethyl-4-(pyrazolo[1,5-a]pyridin-3-yl)pyrimidin-2-yl)-5-methoxy-N1-methyl-2-nitrobenzene-1,4-diamine CN(CCN(C1=C(C=C(C(=C1)OC)NC1=NC=C(C(=N1)C=1C=NN2C1C=CC=C2)CC)[N+](=O)[O-])C)C